CCO\N=C(\C(=O)OC(C(O)C(O)(C(\C=C\C1=CC(O)=C(O)C=C1)=O)C(\C=C\C1=CC(O)=C(O)C=C1)=O)C(\C=C\C1=CC=C(C=C1)O)=O)/C1=C(C=CC=C1)CBr dicaffeoyl-coumaroyl-glycerol (E)-methyl-2-(2-bromomethylphenyl)-2-methoxyiminoacetate